BrC1=CN(C(C2=CC(=CC=C12)N(C=O)CC(=O)C1CC1)=O)CC1=CC=C(C=C1)OC N-(4-bromo-2-(4-methoxybenzyl)-1-oxo-1,2-dihydroisoquinolin-7-yl)-N-(2-cyclopropyl-2-oxoethyl)carboxamide